FC=1C=CC(=C(C1)[C@H](C(=O)NC=1SC=CN1)N1N=C2C=CC=CC2=C1)O |r| (2RS)-2-(5-fluoro-2-hydroxy-phenyl)-2-indazol-2-yl-N-thiazol-2-yl-acetamide